ethyl (S)-3-amino-3-(4-(2,6-dimethylphenyl)thiophen-2-yl)propanoate N[C@@H](CC(=O)OCC)C=1SC=C(C1)C1=C(C=CC=C1C)C